6-bromo-3-methyl-1-(2-trimethylsilylethoxymethyl)quinolin-2-one BrC=1C=C2C=C(C(N(C2=CC1)COCC[Si](C)(C)C)=O)C